N1C[C@@H](CCC1)C1=CC=C(C=C1)[NH-] ((S)-4-piperidin-3-yl-phenyl)-amid